2-(2-cyclohexyl-2-(2-hydroxy-5-methylphenyl)ethyl)-pyridine C1(CCCCC1)C(CC1=NC=CC=C1)C1=C(C=CC(=C1)C)O